1-tert-butyl 4-ethyl 3-(((trifluoromethyl)sulfonyl)oxy)-5,6-dihydropyridine-1,4(2H)-dicarboxylate FC(S(=O)(=O)OC=1CN(CCC1C(=O)OCC)C(=O)OC(C)(C)C)(F)F